1-[3-(Difluorohydroxysilyl)heptyl]-2-imidazolidinone F[Si](C(CCN1C(NCC1)=O)CCCC)(O)F